4-(2-Furanyl)-1,4-dihydro-2,6-dimethyl-5-nitro-3-pyridinecarboxylic acid, (4-[4-(2-pyrimidinyl)-1-piperazinyl]butyl) ester O1C(=CC=C1)C1C(=C(NC(=C1[N+](=O)[O-])C)C)C(=O)OCCCCN1CCN(CC1)C1=NC=CC=N1